(E)-4-decene-1-aldehyde C(CC\C=C\CCCCC)=O